tert-butyl 4-[2-(7-fluoro-2-methylindazol-5-yl)-6-methylthieno[2,3-d][1,3]thiazol-5-yl]piperazine-1-carboxylate FC1=CC(=CC2=CN(N=C12)C)C=1SC2=C(N1)SC(=C2C)N2CCN(CC2)C(=O)OC(C)(C)C